C(#N)C=1C=CC(=C2C=CC=NC12)N1C[C@@H](O[C@@H](C1)C)CN1C[C@@H]2OCCN([C@@H]2C1)C1=NC=2CCN(CC2C=C1)C(=O)OCC1=CC=CC=C1 cis-benzyl 2-[6-[[(2S,6R)-4-(8-cyano-5-quinolyl)-6-methyl-morpholin-2-yl]methyl]-2,3,4a,5,7,7a-hexahydropyrrolo[3,4-b][1,4]oxazin-4-yl]-7,8-dihydro-5H-1,6-naphthyridine-6-carboxylate